C(C)(C)C=1N(N=C2C=CC(=CC12)C1=NC(=NC=C1)N[C@@H]1C[C@H](CC1)NC(=O)N1CCN(CC1)C(=O)OC(C)(C)C)C tert-butyl 4-(((1S,3S)-3-((4-(3-isopropyl-2-methyl-2H-indazol-5-yl)pyrimidin-2-yl)amino)cyclopentyl)carbamoyl)piperazine-1-carboxylate